(R)-2-((((9H-fluoren-9-yl) methoxy) carbonyl) amino)-3-iodopropionate C1=CC=CC=2C3=CC=CC=C3C(C12)COC(=O)N[C@H](C(=O)[O-])CI